C(C)(C)(C)N(C(O)=O)CC1=CC=C(C=C1)C1=NC(=CC=2N1C=CN2)C=2C=NN(C2)C.CN2N=CC(=C2)C2=CC=1N(C(=N2)C2=CC=C(CNC(OC(C)(C)C)=O)C=C2)C=CN1 tert-butyl (4-(7-(1-methyl-1H-pyrazol-4-yl)imidazo[1,2-c]pyrimidin-5-yl)benzyl)carbamate tert-Butyl-(4-(7-(1-methyl-1H-pyrazol-4-yl)imidazo[1,2-c]pyrimidin-5-yl)benzyl)carbamate